3-(4-Amino-1H-pyrazol-1-yl)propan-1-ol NC=1C=NN(C1)CCCO